methyl 2-(5-(((R)-1-(tert-butoxycarbonyl)pyrrolidin-3-yl)oxy)pentyl)-3,4-dihydro-1,8-naphthyridine-1(2H)-carboxylate C(C)(C)(C)OC(=O)N1C[C@@H](CC1)OCCCCCC1N(C2=NC=CC=C2CC1)C(=O)OC